2,4,6-trifluoro-N,N-bis(4-methoxybenzyl)benzenesulfonamide FC1=C(C(=CC(=C1)F)F)S(=O)(=O)N(CC1=CC=C(C=C1)OC)CC1=CC=C(C=C1)OC